(4-methylpiperazin-1-yl)(4-(4,4,5,5-tetramethyl-1,3,2-dioxaborolane-2-yl)phenyl)methanone CN1CCN(CC1)C(=O)C1=CC=C(C=C1)B1OC(C(O1)(C)C)(C)C